3,5-dichlorobenzyl alcohol ClC=1C=C(CO)C=C(C1)Cl